6-bromo-8-(1,1-difluoroethyl)quinazolin-2-amine BrC=1C=C2C=NC(=NC2=C(C1)C(C)(F)F)N